C(=O)O.FC1(OC2=C(O1)C=CC=C2CNC(=O)N2[C@@H](CN(CC2)C2=C(C=NC=C2)F)C)F.FC2(OC1=C(O2)C=CC=C1CNC(=O)N1[C@@H](CN(CC1)C1=C(C=NC=C1)F)C)F (R)-N-((2,2-Difluorobenzo[d][1,3]dioxol-4-yl)methyl)-4-(3-fluoropyridin-4-yl)-2-methylpiperazine-1-carboxamide Hemiformate